P(=O)([O-])([O-])[O-].[Fe+2].[Li+].C(CCC)N1CCN(CC1)CC1=CC=C(C(=O)NC2=CC(=C(C=C2)OCC2=NC=CC=C2)Cl)C=C1 4-((4-butylpiperazin-1-yl)methyl)-N-(3-chloro-4-(pyridin-2-ylmethoxy)phenyl)benzamide LITHIUM IRON PHOSPHATE